2-[4-[6-chloro-3-(1H-pyrazol-4-yl)indol-1-yl]triazol-1-yl]acetic acid ClC1=CC=C2C(=CN(C2=C1)C=1N=NN(C1)CC(=O)O)C=1C=NNC1